OC1(OCC=2C(C=CC(C2)([2H])[2H])=C1)[2H] anti-3-hydroxy-7-benzopyran-7,3,7-d3